7-(methylsulfonyl)pyrrolo[1,2-a]quinoxalin-4(5H)-one CS(=O)(=O)C=1C=C2NC(C=3N(C2=CC1)C=CC3)=O